tert-butyl 2-oxo-1-[(1s,3s)-3-[(3R)-3-(ethoxycarbonyl)piperidin-1-yl]cyclobutyl]-6-(4,4,5,5-tetramethyl-1,3,2-dioxaborolan-2-yl)spiro[indole-3,4'-piperidine]-1'-carboxylate O=C1N(C2=CC(=CC=C2C12CCN(CC2)C(=O)OC(C)(C)C)B2OC(C(O2)(C)C)(C)C)C2CC(C2)N2C[C@@H](CCC2)C(=O)OCC